C1=NC=CC2=CC(=CC=C12)NC([C@H](CNCCOCCOC)C1=CC=CC=C1)=O (S)-N-(Isoquinolin-6-yl)-3-((2-(2-methoxyethoxy)ethyl)amino)-2-phenylpropanamide